OCC1(CC1)C(=O)N (hydroxymethyl)cyclopropane-1-carboxamide